ClC=1NC2=CC=C(C=C2C1Cl)Cl 2,3,5-trichloroindole